2-((4-((S)-2-(4-chloro-2-fluorophenyl)-2-methylbenzo[d][1,3]dioxol-4-yl)piperidin-1-yl)methyl)-3-(((S)-oxetan-2-yl)methyl)-3H-imidazo[4,5-c]pyridine-6-carboxylic acid ClC1=CC(=C(C=C1)[C@@]1(OC2=C(O1)C=CC=C2C2CCN(CC2)CC2=NC1=C(C=NC(=C1)C(=O)O)N2C[C@H]2OCC2)C)F